(E)-N-(3-(14-((2-(2,6-dioxopiperidin-3-yl)-1,3-dioxoisoindolin-5-yl)oxy)-3-methyl-2-oxo-6,9,12-trioxa-3-azatetradecyl)benzyl)-5-methoxy-4-(3-phenylprop-1-en-1-yl)picolinamide O=C1NC(CCC1N1C(C2=CC=C(C=C2C1=O)OCCOCCOCCOCCN(C(CC=1C=C(CNC(C2=NC=C(C(=C2)\C=C\CC2=CC=CC=C2)OC)=O)C=CC1)=O)C)=O)=O